NC(C(=O)O)(CC=C)C 2-AMINO-2-METHYL-4-PENTENOIC ACID